ClC=1C=CC(=C(C1)CC(=O)NC1=CCN(C=C1)C1(CCOCC1)C#C)O 4-[[2-(5-Chloro-2-hydroxyphenyl)acetyl]amino]-N-(4-ethynyltetrahydropyran-4-yl)pyridin